4-(4-(3-(2-aminopropan-2-yl)azetidin-1-yl)-6-methylquinazolin-2-yl)-1-(cyclopropylimino)-2,3,4,5-tetrahydro-benzo[f][1,4]thiazepine 1-Oxide NC(C)(C)C1CN(C1)C1=NC(=NC2=CC=C(C=C12)C)N1CCS(C2=C(C1)C=CC=C2)(=NC2CC2)=O